rac-(2S,3R)-3-(3,3-difluorobutyl)-2-fluoro-5-(4-fluorophenyl)-8-hydroxy-7-(trifluoromethyl)-2,3,4,5-tetrahydrobenzo[b][1,4]thiazepine 1,1-dioxide FC(CC[C@@H]1CN(C2=C(S([C@@H]1F)(=O)=O)C=C(C(=C2)C(F)(F)F)O)C2=CC=C(C=C2)F)(C)F |r|